6,7-difluoro-5-[4-fluoro-3-[4-(4-methylchroman-4-yl)-1H-imidazol-2-yl]phenoxy]-4-methylsulfanyl-1H-indole FC1=C(C(=C2C=CNC2=C1F)SC)OC1=CC(=C(C=C1)F)C=1NC=C(N1)C1(CCOC2=CC=CC=C12)C